5-(4-fluorophenyl)-N-methyl-1,2,4-Oxadiazole-3-carboxamide FC1=CC=C(C=C1)C1=NC(=NO1)C(=O)NC